tert-butyl (3S,4S)-4-fluoro-3-((3-fluoro-6-(6-(2-hydroxypropan-2-yl)-7-methoxyimidazo[1,2-b]pyridazin-3-yl)pyridin-2-yl)amino)piperidine-1-carboxylate F[C@@H]1[C@H](CN(CC1)C(=O)OC(C)(C)C)NC1=NC(=CC=C1F)C1=CN=C2N1N=C(C(=C2)OC)C(C)(C)O